3-((4-(quinolin-6-yl)-2-sulfamoyl-3-(1H-tetrazol-5-yl)phenyl)sulfonyl)azetidin-1-ium 2,2,2-trifluoroacetate FC(C(=O)[O-])(F)F.N1=CC=CC2=CC(=CC=C12)C1=C(C(=C(C=C1)S(=O)(=O)C1C[NH2+]C1)S(N)(=O)=O)C1=NN=NN1